NC[C@@H](C(=O)N[C@@H](CC(=O)O)C1=CC(=CC(=C1)Cl)Cl)NC(CCCCN(C1=NC=CC(=C1)C)C(=O)OC(C)(C)C)=O (3S)-3-[[(2S)-3-amino-2-[5-[tert-butoxycarbonyl-(4-methyl-2-pyridyl)amino]pentanoylamino]propanoyl]amino]-3-(3,5-dichlorophenyl)propanoic acid